O=C1NC(CC[C@@H]1NC(=O)[C@H]1CCNC2=CC=CC=C12)=O (4S)-N-[(3S)-2,6-dioxopiperidin-3-yl]-1,2,3,4-tetrahydroquinoline-4-carboxamide